lauryldiethylenetriamine C(CNCCNCCN)C#N